2-(4-(4-methyl-4H-1,2,4-triazol-3-yl)piperidin-1-yl)-3-(4-methylpyridin-3-yl)benzonitrile CN1C(=NN=C1)C1CCN(CC1)C1=C(C#N)C=CC=C1C=1C=NC=CC1C